C(C1=CC=CC=C1)(C1=CC=CC=C1)(C1=CC=CC=C1)N1C=NC=C1CCN 2-(1-trityl-1H-imidazol-5-yl)ethylamine